3-[5-fluoro-3-[5-(trifluoromethyl)-3-pyridyl]-2-pyridyl]-3-methoxy-5,5-dimethyl-6-oxo-cyclohexene-1-carbonitrile FC=1C=C(C(=NC1)C1(C=C(C(C(C1)(C)C)=O)C#N)OC)C=1C=NC=C(C1)C(F)(F)F